C(=O)(O)[C@H](CC(=O)C1=CC2=C(S1)C(=C(C=C2)OC)F)C 2-((S)-3-carboxybutanoyl)-7-fluoro-6-methoxybenzo[b]thiophen